(Z)-2-((3R,4S,5S,8S,9S,10S,11R,13R,14S,16S)-16-acetoxy-3,11-dihydroxy-4,8,10,14-tetramethylhexadecahydro-17H-cyclopenta[a]phenanthren-17-ylidene)-6,6-dibromohex-5-enoic acid C(C)(=O)O[C@H]\1C[C@@]2([C@]3(CC[C@H]4[C@@H]([C@@H](CC[C@@]4([C@@H]3[C@@H](C[C@H]2/C1=C(/C(=O)O)\CCC=C(Br)Br)O)C)O)C)C)C